4-(3-(2-methoxy-6-methylpyridin-3-yl)pyrazolo[1,5-a]pyrimidin-5-yl)piperazine-1-carboxylic acid ethyl ester C(C)OC(=O)N1CCN(CC1)C1=NC=2N(C=C1)N=CC2C=2C(=NC(=CC2)C)OC